ClC=1C=2C(N=C3N(C2C=CC1)C1=CC(=CC=C1C31CCCCC1)[C@H]1CNCCC1)=O (S)-4'-chloro-10'-(piperidin-3-yl)-5'H-spiro[cyclohexane-1,7'-indolo[1,2-a]quinazolin]-5'-one